C(C)(C)(C)OC(=O)NC(C(=O)OC)CC1CC1 methyl 2-(tert-butoxycarbonylamino)-3-cyclopropyl-propanoate